Isopropyl ((S)-(perfluorophenoxy)-(phenoxy)phosphoryl)-L-alaninate FC1=C(O[P@@](=O)(OC2=CC=CC=C2)N[C@@H](C)C(=O)OC(C)C)C(=C(C(=C1F)F)F)F